7,15-Dimethylpentatriacontane CC(CCCCCC)CCCCCCCC(CCCCCCCCCCCCCCCCCCCC)C